[C@H]12CNC[C@H](CC1)C2O |r| rac-(1R,5S,8S)-3-azabicyclo[3.2.1]octan-8-ol